4-(4-(tert-butyl)phenyl)-6-chloro-1-methyl-1H-pyrazolo[3,4-d]pyrimidine C(C)(C)(C)C1=CC=C(C=C1)C1=C2C(=NC(=N1)Cl)N(N=C2)C